FC([C@@]12N(C=3C(=NN=C(C3)C3=C(C(=CC=C3)F)O)NC1)C[C@@H](C2)OC2=NC=C(C=O)C(=C2F)C)F 6-(((6aS,8R)-6a-(difluoromethyl)-2-(3-fluoro-2-hydroxyphenyl)-5,6,6a,7,8,9-hexahydropyrrolo[1',2':4,5]pyrazino[2,3-c]pyridazin-8-yl)oxy)-5-fluoro-4-methylnicotinaldehyde